C(CC(O)(C(=O)O)CC(=O)O)(=O)O.C(C)OC1(CC1)C1(CCN(CC1)CCC1=CC2=C(NC(O2)=O)C=C1)CCC1=CC=CC=C1 6-(2-(4-(1-ethoxycyclopropyl)-4-phenethyl-piperidin-1-yl)ethyl)benzo[d]oxazol-2(3H)-one citrate